1-(2-hydroxypentan-3-yl)-1H-1,2,4-triazol-5(4H)-one OC(C)C(CC)N1N=CNC1=O